[4-(6-Amino-pyridazin-3-yl)-piperidin-1-yl]-[6'-(2,2-difluoro-cyclopropylmethoxy)-4-methoxy-[3,3']bipyridinyl-6-yl]-methanone NC1=CC=C(N=N1)C1CCN(CC1)C(=O)C1=CC(=C(C=N1)C=1C=NC(=CC1)OCC1C(C1)(F)F)OC